C(#N)[C@@H](C)NC1=C(C=NC(=C1)C1=CC=C2N1N=CC(=C2)C#N)C2=NN=C(S2)N2C[C@H]1CC[C@@H](C2)C1NC(C(C)(C)O)=O N-((1R,5S,8S)-3-(5-(4-(((R)-1-cyanoethyl)amino)-6-(3-cyanopyrrolo[1,2-b]pyridazin-7-yl)pyridin-3-yl)-1,3,4-thiadiazol-2-yl)-3-azabicyclo[3.2.1]octan-8-yl)-2-hydroxy-2-methylpropanamide